C(C#CC(=O)O)(=O)O.OCC(C)(CO)C.OCC(C)(CO)C di-neopentyl glycol butynedioate